O=C1NC2(CC(C2)C(=O)O)C(N1)=O (2R,4r)-6,8-dioxo-5,7-diazaspiro[3.4]octane-2-carboxylic acid